C[C@H]1CC[C@@H](NC1)C=1CCN(CC1)C(=O)OCC1=CC=CC=C1 benzyl 4-[(2R,5S)-5-methyl-2-piperidyl]-3,6-dihydro-2H-pyridine-1-carboxylate